((3S,4S)-8-(9-(2,3-dichlorophenyl)-7-((2-(trimethylsilyl) ethoxy) methyl)-7H-imidazo[1,2-c]pyrrolo[3,2-e]pyrimidin-5-yl)-3-methyl-2-oxa-8-azaspiro[4.5]decan-4-yl)carboxylate ClC1=C(C=CC=C1Cl)C1=CN(C2=C1C=1N(C(=N2)N2CCC3([C@@H]([C@@H](OC3)C)C(=O)[O-])CC2)C=CN1)COCC[Si](C)(C)C